BrCC([C@H](C1CCC(CC1)(F)F)NC(OCC1=CC=CC=C1)=O)=O benzyl (S)-(3-bromo-1-(4,4-difluorocyclohexyl)-2-oxopropyl)carbamate